(1R,3S)-3-(5-((1-methyl-3-oxo-2,3-dihydro-1H-indazol-6-yl)amino)-1H-pyrazol-3-yl)cyclopentyl (4-nitrophenyl) carbonate C(O[C@H]1C[C@H](CC1)C1=NNC(=C1)NC1=CC=C2C(NN(C2=C1)C)=O)(OC1=CC=C(C=C1)[N+](=O)[O-])=O